methyl (6'R,7a'S)-6'-fluorodihydro-1'H,3'H-spiro[cyclopropane-1,2'-pyrrolizine]-7a'(5'H)-carboxylate F[C@H]1CN2CC3(C[C@]2(C1)C(=O)OC)CC3